FC(C(=O)O)(F)F.C1(=CC=CC=C1)C1CCC2(CNC2)CC1 7-Phenyl-2-azaspiro[3.5]nonane, trifluoroacetate salt